2,3,4,6,7,8,9,10-octahydropyrimido[1,2-a]azepin-1-ium [NH+]=1CCCN2C1CCCCC2